[Cl-].C1(=CC=CC=C1)P(C1=CC=CC=C1)C1=CC=CC=C1.C1(=CC=CC=C1)P(C1=CC=CC=C1)C1=CC=CC=C1.C1(=CC=CC=C1)P(C1=CC=CC=C1)C1=CC=CC=C1.C1(=CC=CC=C1)P(C1=CC=CC=C1)C1=CC=CC=C1.[Pd] palladium (0) tetrakis(triphenylphosphine) chloride